N-cycloheptyl-1,1-bis(3-(tripropylsilyl)phenyl)phosphanamine C1(CCCCCC1)NP(C1=CC(=CC=C1)[Si](CCC)(CCC)CCC)C1=CC(=CC=C1)[Si](CCC)(CCC)CCC